2-[3-(2,6-dimethyl-3-pyridyl)-5-(9-phenanthrenyl)phenyl]-4,6-diphenyl-1,3,5-triazine CC1=NC(=CC=C1C=1C=C(C=C(C1)C=1C2=CC=CC=C2C=2C=CC=CC2C1)C1=NC(=NC(=N1)C1=CC=CC=C1)C1=CC=CC=C1)C